FC1=C(C(=CC(=C1)C1=C2C(=NC=C1)NC=C2C=2C=NC=CC2)C)C2([C@H](CN(C[C@H]2C)C(CNC(OC(C)(C)C)=O)=O)C)O tert-butyl (2-((3S,4s,5R)-4-(2-fluoro-6-methyl-4-(3-(pyridin-3-yl)-1H-pyrrolo[2,3-b]pyridin-4-yl)phenyl)-4-hydroxy-3,5-dimethylpiperidin-1-yl)-2-oxoethyl)carbamate